5-{2-amino-[1,2,4]triazolo[1,5-a]pyridin-7-yl}-N-[(3S)-3-(4-chlorophenyl)-3-hydroxypropyl]-2-ethoxypyridine-3-carboxamide NC1=NN2C(C=C(C=C2)C=2C=C(C(=NC2)OCC)C(=O)NCC[C@H](O)C2=CC=C(C=C2)Cl)=N1